NC1=C(C=CC=C1)C1(CC=CC=C1)CS(=O)(=O)N(C)C1=CC=C(C=C1)N1C2=C(NC(CC1=O)=O)C1=CC=CC=C1C=C2 1-(2-aminophenyl)-N-[4-(2,4-dioxo-1,2,3,4-tetrahydronaphtho[1,2-b][1,4]diazepin-5-yl)phenyl]phenyl-N-methylmethanesulfonamide